C1(CC1)C1=NC=NC(=C1C1=NC=C(C(=N1)OCC=1C=NC(=C(C1)F)C=1N(C=C(N1)C(F)(F)F)CC)C)OC 2-(4-cyclopropyl-6-methoxy-pyrimidin-5-yl)-4-[[6-[1-ethyl-4-(trifluoromethyl)imidazol-2-yl]-5-fluoro-3-pyridyl]methoxy]-5-methyl-pyrimidine